FC(C=1C=C(NN1)C1=CC=C(C=N1)S(=O)(=O)NC=1C2=C(C=NC1OC)C=NN2C)F 6-[5-(difluoromethyl)-2H-pyrazol-3-yl]-N-{6-methoxy-1-methylpyrazolo[4,3-c]pyridin-7-yl}pyridine-3-sulfonamide